FC1=C(C(=CC=C1NS(=O)(=O)C=1C(=NC=C(C1)C(F)(F)F)OC)F)C=1C=CC=2N(C1)C=NC2C(=O)NC 6-[2,6-difluoro-3-[2-methoxy-5-(trifluoromethyl)pyridine-3-sulfonamido]phenyl]-N-methylimidazo[1,5-a]pyridine-1-carboxamide